1,2-dicarboxy cyclohexaneacryloyloxyhexyloxycarbonylphthalate C1(CCCCC1)C=CC(=O)OCCCCCCOC(=O)C1=C(C(C(=O)OC(=O)O)=CC=C1)C(=O)OC(=O)O